OC(C)(C)[C@@H]1CC[C@H](CC1)NC(C1=CC=C(C=C1)C1=NC=CC2=C1N=CN2)=O N-[trans-4-(2-Hydroxypropan-2-yl)cyclohexyl]-4-(1H-imidazo[4,5-c]pyridin-4-yl)benzamide